O=C1NC(CCC1N1C(C2=CC=C(C=C2C1)[C@@H]1N(CCCC1)C(=O)OC(C)(C)C)=O)=O Tert-butyl (2R)-2-(2-(2,6-dioxopiperidin-3-yl)-1-oxoisoindolin-5-yl)piperidine-1-carboxylate